4-[4-(4-cyanophenyl) tetrahydro-2H-pyran-4-yl]Phenyl piperazine-1-carboxylate N1(CCNCC1)C(=O)OC1=CC=C(C=C1)C1(CCOCC1)C1=CC=C(C=C1)C#N